γ-mercaptopropyl-methoxydimethyl-silane Tert-butyl-4-((1s,3r)-3-((3-methyl-2-oxo-2,3-dihydro-1H-benzo[d]imidazol-4-yl)methyl)cyclobutyl)piperazine-1-carboxylate C(C)(C)(C)OC(=O)N1CCN(CC1)C1CC(C1)CC1=CC=CC=2NC(N(C21)C)=O.SCCC[Si](C)(C)OC